CC=1NC2=CC=CC=C2C1\C=C\1/C(N=C(S1)NC1=CC=C(C=C1)C)=O (5E)-5-[(2-methyl-1H-indol-3-yl)methylene]-2-[(4-methylphenyl)amino]-1,3-thiazol-4(5H)-one